FC1=CC=CC2=C1OCCO2 8-fluoro-2,3-dihydrobenzo[b][1,4]dioxin